CCCCCCCCCCCCCCCC/C=C\\OC[C@H](COP(=O)([O-])OCCNC(=O)CCCCCCC/C=C\\CCCCCCCC)O The molecule is a 1-(alk-1Z-enyl)-sn-glycero-3-phospho-(N-acyl)ethanolamine(1-) obtained by deprotonation of the phosphate OH group of 1-(1Z-octadecenyl)-sn-glycero-3-phospho-(N-oleoyl)ethanolamine; major species at pH 7.3. It is a conjugate base of a 1-(1Z-octadecenyl)-sn-glycero-3-phospho-(N-oleoyl)ethanolamine.